FC=1C=C(C=CC1C1=NC=C(C=N1)F)O 3-fluoro-4-(5-fluoropyrimidin-2-yl)phenol